FC1=NC(=C(C(=O)NC=2C=NSC2)C=C1)OC(C(F)(F)F)C fluoro-N-(isothiazol-4-yl)-2-((1,1,1-trifluoropropan-2-yl)oxy)nicotinamide